1-adamantyl-butyl-phosphane C12(CC3CC(CC(C1)C3)C2)PCCCC